4-anisaldehyde C(C1=CC=C(C=C1)OC)=O